ClC1=CC2=C(N=C(S2)[C@H]2N(C[C@@H](C2)O)C([C@H](C(C)C)N2N=NC(=C2)C2CC2)=O)C=C1 (S)-1-((2S,4r)-2-(6-chlorobenzo[d]thiazol-2-yl)-4-hydroxypyrrolidin-1-yl)-2-(4-cyclopropyl-1H-1,2,3-triazol-1-yl)-3-methylbutan-1-one